lysine, calcium salt [Ca+2].N[C@@H](CCCCN)C(=O)[O-].N[C@@H](CCCCN)C(=O)[O-]